(2R,3S,4R,5R)-2-{3-(4-propoxyphenyl)-7H-[1,2,4]triazolo[3,4-i]purin-7-yl}-5-(hydroxymethyl)tetrahydrofuran-3,4-diol C(CC)OC1=CC=C(C=C1)C1=NN=C2C=3N=CN(C3N=CN21)[C@@H]2O[C@@H]([C@@H]([C@@H]2O)O)CO